C1(CC1)C(=O)N1CCC(=CC1)C1=CNC2=NC=CC(=C21)OC2=C(C=C(C=C2F)NC=2OCC(CN2)(C)C)F cyclopropyl-(4-(4-(4-((5,5-dimethyl-5,6-dihydro-4H-1,3-oxazin-2-yl)amino)-2,6-difluorophenoxy)-1H-pyrrolo[2,3-b]pyridin-3-yl)-3,6-dihydropyridine-1(2H)-yl)methanone